COC1=C(C=C(C=C1)S(=O)(=O)C=1NC2=CC=C(C=C2C1C)Cl)[N+]1(CCN(CC1)C(C(Cl)(Cl)Cl)=O)[O-] 1-(2-methoxy-5-((5-chloro-3-methyl-1H-indol-2-yl)sulfonyl)phenyl)-4-(2,2,2-trichloroacetyl)piperazine 1-oxide